methyldisilylphosphine CP([SiH3])[SiH3]